ClC1=NC=C(C(=C1)N1CC(C1)CC(=O)N1CC2=CC=3CCCC3N=C2C1)OC 2-[1-(2-Chloro-5-methoxy-pyridin-4-yl)-azetidin-3-yl]-1-(3,5,6,7-tetrahydro-1H-2,4-diaza-s-indacen-2-yl)-ethanone